3-(1-fluoro-2-methylpropan-2-yl)-1,2,4-oxadiazole-5-carboxylic acid FCC(C)(C)C1=NOC(=N1)C(=O)O